FC(C=1C=NN(C1)C=1C=C(N=NC1)C=1C(NC(NC1)=O)=O)(F)F 5-(5-(4-(trifluoromethyl)-1H-pyrazol-1-yl)pyridazin-3-yl)pyrimidine-2,4(1H,3H)-dione